C(#N)C1(CC1)C(=O)NCC#CC1=NN2C(C=CC=C2N[C@H]2[C@H](CN(CC2)C)F)=C1CC(F)(F)F 1-cyano-N-[3-(7-{[(3S,4R)-3-fluoro-1-methylpiperidin-4-yl]amino}-3-(2,2,2-trifluoroethyl)pyrazolo[1,5-a]pyridin-2-yl)prop-2-yn-1-yl]cyclopropane-1-carboxamide